BrC1=NC=C(C2=C1C=NN2)Br 4,7-Dibromo-1H-pyrazolo[4,3-c]pyridine